N1=NC(=NC=C1)C1=NC(=CC=C1)C=1N=NC=CN1 2,6-bis(1,2,4-triazine-3-yl)-pyridine